ClC1=CC=C(C=C1)C=1N=C(SC1)N(C1=C(N=C2N1C=C(C=C2)C=2CCN(CC2)S(=O)(=O)C)CC(F)(F)F)C 4-(4-chlorophenyl)-N-methyl-N-(6-(1-(methylsulfonyl)-1,2,3,6-tetrahydropyridin-4-yl)-2-(2,2,2-trifluoroethyl)imidazo[1,2-a]pyridin-3-yl)thiazol-2-amine